O=C(CCCCCCCC(=O)O)OC(CCCCCC)CCCCCCCC 9-oxo-9-(pentadecan-7-yloxy)nonanoic acid